C(C)(C)OCCN1C=[N+](C=C1)CCOC(C)C 1,3-bis(2-isopropoxyethyl)imidazolium